methyl 2-[4-bromo-2-[2-[6-[(6-chloro-2-pyridyl)oxymethyl]-3-cyano-2-pyridyl]ethoxymethyl]phenyl]acetate BrC1=CC(=C(C=C1)CC(=O)OC)COCCC1=NC(=CC=C1C#N)COC1=NC(=CC=C1)Cl